BrC1=C(C=C2C(NC(=NC2=C1)C)=O)OC1COCC1 7-bromo-2-methyl-6-((tetrahydrofuran-3-yl)oxy)quinazolin-4(3H)-one